ClC1=CC=C(C=C1)B(O)O 4-Chloro-phenylboronic acid